5-[1-(3,5-dichlorophenyl)-3-[(2R,6S)-2,6-dimethylpiperazine-1-carbonyl]-7-methoxy-5H-isochromeno[4,3-c]pyrazol-8-yl]pyridine-3-carboxamide ClC=1C=C(C=C(C1)Cl)N1N=C(C2=C1C=1C=C(C(=CC1CO2)OC)C=2C=C(C=NC2)C(=O)N)C(=O)N2[C@@H](CNC[C@@H]2C)C